ClC=1C=C2C(C(=CN(C2=NC1N1CC2=NC=CC=C2C1)C=1C=NC(=CC1C)N(CCN1CCOCC1)C)C(=O)O)=O 6-chloro-7-(5,7-dihydro-6H-pyrrolo[3,4-b]pyridin-6-yl)-1-(4-methyl-6-(methyl(2-morpholinoethyl)amino)-pyridin-3-yl)-4-oxo-1,4-dihydro-1,8-naphthyridine-3-carboxylic acid